BrC1=C2C=CC=CC2=C(C2=CC=CC=C12)C1=CC=CC=2C3=C(OC21)C=CC=C3Cl 6-(10-bromoanthracene-9-yl)-1-chlorodibenzofuran